[Na+].N[C@@H]([C@H](O)C)C(=O)[O-] L-threonine sodium salt